BrC=1C=C(C=CC1)[C@H](C(=O)N1CC2=C(CCC1)N=C(NC2=O)C2(CC2)C=2C=NC=C(C2)C2=CC=CC=C2)O (R)-6-(2-(3-bromophenyl)-2-hydroxyacetyl)-2-(1-(5-phenylpyridin-3-yl)cyclopropyl)-3,5,6,7,8,9-hexahydro-4H-pyrimido[5,4-c]azepin-4-one